ClC1=CC2=C(N(C(N=C2N2C[C@H](N(C[C@@H]2C)C(=O)OC(C)(C)C)C)=O)C=2C(=NC=CC2C)C(C)C)N=C1C1=C(C=CC=C1O)F tert-butyl (2R,5S)-4-(6-chloro-7-(2-fluoro-6-hydroxyphenyl)-1-(2-isopropyl-4-methylpyridin-3-yl)-2-oxo-1,2-dihydropyrido[2,3-d]pyrimidin-4-yl)-2,5-dimethylpiperazine-1-carboxylate